2-(2-imidazolin-2-yl)propane hydrochloride Cl.N1C(=NCC1)C(C)C